C(#N)C1=CC=C(C=C1)C1=CN=CC2=C1SCCN2S(=O)(=O)C=2C=C(C#N)C=CC2 3-((8-(4-Cyanophenyl)-2,3-dihydro-4H-pyrido[4,3-b][1,4]thiazin-4-yl)sulfonyl)benzonitrile